2-Fluoro-phenyl-boronic acid FC1=C(C=CC=C1)B(O)O